tert-butyl ((2-bromopyrimidin-5-yl)methyl)(2-chloro-6-(trifluoromethyl)pyridin-4-yl)carbamate BrC1=NC=C(C=N1)CN(C(OC(C)(C)C)=O)C1=CC(=NC(=C1)C(F)(F)F)Cl